4-[[2-(2-Chlorophenyl)acetyl]amino]-N-(1-cyano-3-bicyclo[1.1.1]pentanyl)pyridin ClC1=C(C=CC=C1)CC(=O)NC1=CCN(C=C1)C12CC(C1)(C2)C#N